4',6'-dimethyl-7'-(1-methyl-4-(4,4,5,5-tetramethyl-1,3,2-dioxaborolan-2-yl)-1H-pyrazol-5-yl)-3',4'-dihydrospiro[cycloPropane-1,2'-pyrido[3,2-b][1,4]oxazine]-8'-carbonitrile CN1C2=C(OC3(C1)CC3)C(=C(C(=N2)C)C2=C(C=NN2C)B2OC(C(O2)(C)C)(C)C)C#N